FC(C1=CC(=NC=C1C1=NC(=NC(=N1)N1C2COCC1COC2)N2C1COCC2CCC1)N)F 4-(difluoromethyl)-5-[4-(3,7-dioxa-9-azabicyclo[3.3.1]non-9-yl)-6-(3-oxa-9-azabicyclo[3.3.1]non-9-yl)-1,3,5-triazin-2-yl]pyridin-2-amine